(1R,2R)-N1-(4-chloro-7,8-dihydro-5H-pyrano[3,4-d]pyridazin-1-yl)cyclohexane-1,2-diamine ClC=1N=NC(=C2C1COCC2)N[C@H]2[C@@H](CCCC2)N